N1(CCC1)CCN1C(NC(C(=C1)[C@@H]1O[C@@H]([C@H]([C@H]1O)O)CO)=O)=O 1-(2-(azetidin-1-yl)ethyl)-5-((2S,3R,4S,5R)-3,4-dihydroxy-5-(hydroxymethyl)tetrahydrofuran-2-yl)pyrimidine-2,4(1H,3H)-dione